(4-(2,2-difluoro-7-((5-methoxy-7-methyl-1H-indol-4-yl)methyl)-7-azaspiro[3.5]nonan-6-yl)phenyl)(2,6-diazaspiro[3.3]heptan-2-yl)methanone FC1(CC2(C1)CC(N(CC2)CC2=C1C=CNC1=C(C=C2OC)C)C2=CC=C(C=C2)C(=O)N2CC1(C2)CNC1)F